C[Si](C)(C)/C=C/[Si](C)(C)C trans-bis(trimethylsilyl)ethene